S-(7-oxo-7-((4-(p-tolyl)thiazol-2-yl)amino)heptyl) 3-phenylpropanethioate C1(=CC=CC=C1)CCC(SCCCCCCC(NC=1SC=C(N1)C1=CC=C(C=C1)C)=O)=O